2-(4,5-dichloro-6-oxo-pyridazin-1-yl)-N-[4-methyl-3-(2-phenylethylsulfamoyl)phenyl]acetamide ClC=1C=NN(C(C1Cl)=O)CC(=O)NC1=CC(=C(C=C1)C)S(NCCC1=CC=CC=C1)(=O)=O